ethyl 2-[3-(4-amino-2,6-difluoro-3-pyridyl)-2-pyridyl]propanoate NC1=C(C(=NC(=C1)F)F)C=1C(=NC=CC1)C(C(=O)OCC)C